FC(OC1=C(C(=C(C=C1)[C@H]1[C@@H](O[C@]([C@H]1C)(C(F)(F)F)C)C(=O)NC1=CC(=NC=C1)C(=O)N)OC)F)F 4-((2R,3S,4S,5R)-3-(4-(difluoromethoxy)-3-fluoro-2-methoxyphenyl)-4,5-dimethyl-5-(trifluoromethyl)tetrahydrofuran-2-carboxamido)pyridineamide